C(C)(C)(C)C1=C(C(=CC(=C1)C1=CC=C(C=C1)C(C)(C)C)C(C)(C)C)O 2,6-di-t-butyl-4-(4-t-butylphenyl)phenol